C(C1=CC=CC=C1)OC1=C(OC=2C(=NC=NC2)N2CC3(CCN(C3)CC3=CC4=C(NC(N4)=O)C=C3)CC2)C=CC(=C1)F 5-((7-(5-(2-(benzyloxy)-4-fluorophenoxy)pyrimidin-4-yl)-2,7-diazaspiro[4.4]non-2-yl)methyl)-1,3-dihydro-2H-benzo[d]imidazol-2-one